FC1=CC=2N(C=C1NC(=O)N1CCC=3C1=NC=CC3N3CC1CCCC(C3)N1C(=O)OC(C)(C)C)C=C(N2)C tert-butyl 3-(1-((7-fluoro-2-methylimidazo[1,2-a]pyridin-6-yl)carbamoyl)-2,3-dihydro-1H-pyrrolo[2,3-b]pyridin-4-yl)-3,9-diazabicyclo[3.3.1]nonane-9-carboxylate